tert-butyl (S)-(1'-(5-(phenethylthio)pyrazin-2-yl)-1,3-dihydrospiro[indene-2,4'-piperidin]-1-yl)carbamate C(CC1=CC=CC=C1)SC=1N=CC(=NC1)N1CCC2(CC1)[C@@H](C1=CC=CC=C1C2)NC(OC(C)(C)C)=O